5-chloro-2-((4-cyano-2-methylphenyl)-amino)-N-(6-methoxy-2-methylpyridin-3-yl)benzamide ClC=1C=CC(=C(C(=O)NC=2C(=NC(=CC2)OC)C)C1)NC1=C(C=C(C=C1)C#N)C